C1(CC1)N(C1=NC(=CC(=C1)N1[C@@H]([C@H](C1)CS(=O)(=O)C)C)N1N=CC=2C(=NC(=CC21)C=2C=NC=CC2OC)C)C N-Cyclopropyl-6-(6-(4-methoxypyridin-3-yl)-4-methyl-1H-pyrazolo[4,3-c]pyridin-1-yl)-N-methyl-4-((2R,3S)-2-methyl-3-((methylsulfonyl)methyl)azetidin-1-yl)pyridin-2-amine